2-AMINO-3-HYDROXYBENZALDEHYDE NC1=C(C=O)C=CC=C1O